CC1=C(C=CC=C1C)OC 2,3-dimethyl-anisole